Cl.F[C@@H]1C[C@H](NC1)C(=O)N[C@H](C)C(=C(C)C)F (2S,4R)-4-fluoro-N-((R)-3-fluoro-4-methylpent-3-en-2-yl)pyrrolidine-2-carboxamide hydrochloride